1-benzyl-2,4-dihydroxybenzene C(C1=CC=CC=C1)C1=C(C=C(C=C1)O)O